C1=CC=C(C(=C1)OC2=CC=C(C=C2)Br)Br 2,4'-dibromodiphenyl ether